C(C)(C)(C)C1=C(C=CC(=C1)C(C)(C)C)OP(OC1=C(C=C(C=C1)C(C)(C)C)C(C)(C)C)OC1=C(C=C(C=C1)C(C)(C)C)C(C)(C)C tris(2,4-ditertbutylphenyl)phosphite